8-(1-bromoethyl)-6-chloro-2-(ethylsulfanyl)-4H-chromen-4-one BrC(C)C=1C=C(C=C2C(C=C(OC12)SCC)=O)Cl